titanium oxide bis(oleate) C(CCCCCCC\C=C/CCCCCCCC)(=O)[O-].C(CCCCCCC\C=C/CCCCCCCC)(=O)[O-].[O-2].[Ti+4]